3-methyl-allyl alcohol CC=CCO